ClC1=C(C=C(C=C1)F)C1NC(C2=C3C=CC=NC3=CC(=C21)NC(=O)N2CC1(C3=CC=CC=C23)CCC1)=O N-(3-(2-chloro-5-fluorophenyl)-1-oxo-2,3-dihydro-1H-pyrrolo[3,4-f]quinolin-4-yl)spiro[cyclobutane-1,3'-indoline]-1'-carboxamide